N1(CCOCC1)C1=CC(=C(S1)C1=C(C(=O)O)C=CC=C1)C1=C(C(=CC=C1)F)F 2-(5-morpholinyl-3-(2,3-difluorophenyl)thiophen-2-yl)benzoic acid